(2R,3S)-ethyl 1-(4-fluorobenzamido)-5-oxo-3-phenylpyrrolidine-2-carboxylate FC1=CC=C(C(=O)NN2[C@H]([C@@H](CC2=O)C2=CC=CC=C2)C(=O)OCC)C=C1